OS(=O)(=O)C(F)(F)F.CC=1N(C=CN1)CCCN1C(=NC=C1)C 1,3-bis(2-methyl-1H-imidazol-1-yl)propane triflate